NC1C(CCCC1)NC1=NC(=C2C(=N1)N(N=C2)C)NCC2=CC(=C(C=C2)C)Cl 6-N-(2-aminocyclohexyl)-4-N-[(3-chloro-4-methylphenyl)methyl]-1-methylpyrazolo[3,4-d]pyrimidine-4,6-diamine